(2-(((5-Cyclohexyl-1-(morpholinosulfonyl)piperidin-3-yl)methyl)sulfonyl)pyridin-4-yl)methanamine 2,2,2-trifluoroacetate FC(C(=O)O)(F)F.C1(CCCCC1)C1CC(CN(C1)S(=O)(=O)N1CCOCC1)CS(=O)(=O)C1=NC=CC(=C1)CN